(3-methyl-1-(4-oxo-3,4-dihydro-quinazolin-2-yl)-1H-pyrazol-5-yl)nicotinamide tert-butyl-4-cyano-4-((6-methylpyridin-3-yl)methyl)piperidine-1-carboxylate C(C)(C)(C)OC(=O)N1CCC(CC1)(CC=1C=NC(=CC1)C)C#N.CC1=NN(C(=C1)C1=C(C(=O)N)C=CC=N1)C1=NC2=CC=CC=C2C(N1)=O